C(C)C1=C(C(=C(C(=C1C)OCCC)C)CC)O 2,6-diethyl-3,5-dimethyl-4-propoxyphenol